Benzo[e][1,2,3]oxathiazine O1SN=CC2=C1C=CC=C2